4-chloro-5-iodo-2,3-dihydro-1H-isoindole ClC1=C2CNCC2=CC=C1I